2-(4-(6-acetyl-4-methyl-2,3-dioxo-3,4-dihydroquinoxalin-1(2H)-yl)piperidin-1-yl)pyrimidine C(C)(=O)C=1C=C2N(C(C(N(C2=CC1)C1CCN(CC1)C1=NC=CC=N1)=O)=O)C